[C@H]12OC[C@H](N(C1)C(=O)C1=C(C=CC(=C1)C1=C3C(=NC=C1)C=C(O3)C3=CC=C(C=C3)S(=O)(=O)C)F)C2 ((1R,4R)-2-oxa-5-azabicyclo[2.2.1]heptan-5-yl)(2-fluoro-5-(2-(4-(methylsulfonyl)phenyl)furo[3,2-b]pyridin-7-yl)phenyl)methanone